tert-butyl 4-[[1-[1-(2,6-dioxo-3-piperidyl)-3-methyl-2-oxo-benzimidazol-4-yl]-4-piperidyl]oxy]piperidine-1-carboxylate O=C1NC(CCC1N1C(N(C2=C1C=CC=C2N2CCC(CC2)OC2CCN(CC2)C(=O)OC(C)(C)C)C)=O)=O